4,4'-dithiobis(N,N-diethylbenzamide) C(C)N(C(C1=CC=C(C=C1)SSC1=CC=C(C(=O)N(CC)CC)C=C1)=O)CC